diethylene glycol bis(3-mercapto-2-methyl propionate) SCC(C(=O)OCCOCCOC(C(CS)C)=O)C